1-[5-(2-amino-5-methyl-1,3-thiazol-4-yl)-7-fluoro-2,3-dihydro-1H-indol-1-yl]ethan-1-one NC=1SC(=C(N1)C=1C=C2CCN(C2=C(C1)F)C(C)=O)C